(2R,4R)-N2-(5-((+)-1-amino-3-cyclopropyl-1-(pyridin-4-yl)propyl)-2-fluorophenyl)-N1-(5-chloropyridin-2-yl)-4-methylpyrrolidine-1,2-dicarboxamide NC(CCC1CC1)(C1=CC=NC=C1)C=1C=CC(=C(C1)NC(=O)[C@@H]1N(C[C@@H](C1)C)C(=O)NC1=NC=C(C=C1)Cl)F